1-(5-amino-2-fluoro-3-(trifluoromethyl)phenyl)ethan-1-one NC=1C=C(C(=C(C1)C(C)=O)F)C(F)(F)F